C1(CC1)COC1=CC(=C2C(NC(=NC2=C1)CSC1CCN(CC1)C1CCN(CC1)C1=C(C=C(C=C1)NC1C(NC(CC1)=O)=O)F)=O)F 3-((4-(4-(((7-(cyclopropylmethoxy)-5-fluoro-4-oxo-3,4-dihydroquinazolin-2-yl)methyl)thio)-[1,4'-bipiperidin]-1'-yl)-3-fluorophenyl)amino)piperidine-2,6-dione